[Be].OC1=C(C=CC=C1)C1=NC=CC=C1.OC1=C(C=CC=C1)C1=NC=CC=C1 Bis((2-hydroxylphenyl)-pyridine) beryllium